2-methyl-6-(p-tolyl)nicotinic acid hydrazide CC1=C(C(=O)NN)C=CC(=N1)C1=CC=C(C=C1)C